FC1=C(C(=C(C(=C1OC)C(=O)N1CCCCC1)OC)F)NS(=O)(=O)C=1C=C(C(=O)O)C=CC1 3-((2,6-difluoro-3,5-dimethoxy-4-(piperidine-1-carbonyl)phenyl)sulfamoyl)benzoic acid